(Z)-3-((4-bromophenyl)(cyanomethyl)amino)-2-(6-(((tert-butyldiphenylsilyl)oxy)methyl)tetrahydro-2H-pyran-3-yl)acrylonitrile BrC1=CC=C(C=C1)N(\C=C(/C#N)\C1COC(CC1)CO[Si](C1=CC=CC=C1)(C1=CC=CC=C1)C(C)(C)C)CC#N